OC1C(CN(CC1)C(=O)OC(C)(C)C)C(=O)OC 1-(tert-butyl) 3-methyl 4-hydroxypiperidine-1,3-dicarboxylate